S(=O)(=O)(O)O.N12CCN(CC1)CC2 1,4-diazabicyclo[2.2.2]octane hydrogen sulfate